Cl.Cl.BrC=1C=CC(=NC1)C[N+]1=NOC(=C1)N 3-[(5-bromo-2-pyridyl)methyl]oxadiazol-3-ium-5-amine dihydrochloride